C(C)(C)OC(C1=CC=C(C=C1)OC1=C(C=CC=C1)\C=C\1/C(N(C(C1)=O)C1=CC(=CC=C1)Cl)=O)=O.N[C@H](C(=O)N1CCCC1)[C@@H](C)OCC1=CC=CC=C1 (2S,3R)-2-amino-3-(benzyloxy)-1-(pyrrolidin-1-yl)butan-1-one isopropyl-(Z)-4-(2-((1-(3-chlorophenyl)-2,5-dioxopyrrolidin-3-ylidene)methyl)phenoxy)benzoate